5-bromo-3-phenyl-4H-1,2,4-triazole BrC=1NC(=NN1)C1=CC=CC=C1